3-fluoro-6-(1-methyl-1H-pyrazol-4-yl)pyrazolo[1,5-a]pyrazin FC=1C=NN2C1C=NC(=C2)C=2C=NN(C2)C